C(C)(CC)NCC1=CC(=CC=C1)CNC(C)CC di-sec-butylm-xylylenediamine